NC1=NC=NN2C1=CC=C2[C@H]2[C@@H]([C@@H]([C@@](O2)(C#N)CO[P@](=O)(OC2=CC=CC=C2)N[C@H](C(=O)OC(C)C)C)O)O (S)-isopropyl 2-(((S)-(((2R,3S,4R,5S)-5-(4-aminopyrrolo[2,1-f][1,2,4]triazin-7-yl)-2-cyano-3,4-dihydroxytetrahydrofuran-2-yl)methoxy)(phenoxy)phosphoryl)amino)propanoate